C(C1=CC=CC=C1)(C1=CC=CC=C1)NC(C)CC N-benzhydrylbutan-2-amine